[Si](C)(C)(C(C)(C)C)OCC(C)=NS(=O)(=O)C(C)(C)C N-(1-((tert-butyldimethylsilyl)oxy)propan-2-ylidene)-2-methylpropan-2-sulfonamide